C(C)OC(=O)C1=C(N=C(S1)NC1=NC(=CC(=N1)N1CCC(CC1)O)N1CCC(CC1)(C1=CC=C(C=C1)Br)O)C 2-[4-(4-hydroxypiperidin-1-yl)-6-(4-(hydroxy)-4-(4-bromophenyl)piperidin-1-yl)-pyrimidin-2-ylamino]-4-methyl-thiazole-5-carboxylic acid ethyl ester